((R)-2-(methoxymethyl)pyrrolidinyl)acetyl chloride COC[C@@H]1N(CCC1)CC(=O)Cl